C(C)(C)C=1C2=C(NC1C=1C=C(C=3N(C1)N=CN3)C)SC(=C2C)C(=O)OC methyl 4-isopropyl-3-methyl-5-(8-methyl-[1,2,4]triazolo[1,5-a]pyridin-6-yl)-6H-thieno[2,3-b]pyrrole-2-carboxylate